(2R)-2-(prop-2-yl)morpholine CC(C)[C@@H]1CNCCO1